CCC1CC1C/C=C\\C[C@H]([C@@H](CC)C(=O)[O-])O The molecule is the conjugate base of alpha-mycolic acid type-3 (V). A class of mycolic acids characterized by the presence of a proximal cis C=C double bond and a distal cis-cyclopropyl group in the meromycolic chain.